COC(C1=NC=C(C=C1)N1CCNCC1)=O 5-(piperazin-1-yl)picolinic acid methyl ester